4'-(5-methyl-1H-indazol-4-yl)-2'-(2-(2-propenoyl)-2,6-diazaspiro[3.4]octan-6-yl)-2,3,5,5',6,8'-hexahydrospiro[pyran-4,7'-pyrano[4,3-b]pyridine]-3'-carbonitrile CC=1C(=C2C=NNC2=CC1)C1=C2C(=NC(=C1C#N)N1CC3(CN(C3)C(C=C)=O)CC1)CC1(OC2)CCOCC1